3-((7-chlorobenzo[b]thiophen-3-yl)methylene)pentane-2,4-dione ClC1=CC=CC2=C1SC=C2C=C(C(C)=O)C(C)=O